vinylphenol C=CC1=CC=CC=C1O